N-(5-(bicyclo[1.1.1]pentan-1-yl)-8-(methylamino)-2,7-naphthyridin-3-yl)cyclopropanecarboxamide C12(CC(C1)C2)C2=C1C=C(N=CC1=C(N=C2)NC)NC(=O)C2CC2